(S)-8-(5-(tert-butyl)-4-chlorothiazol-2-yl)-9a-fluoro-9-oxooctahydro-2H-pyrazino[1,2-a]pyrazine-2-carbonitrile C(C)(C)(C)C1=C(N=C(S1)N1C([C@@]2(N(CCN(C2)C#N)CC1)F)=O)Cl